5-{6-[2-(4-Chloro-7-methoxy-2-methyl-benzo[b]thiophen-3-yl)-ethylamino]-pyrimidin-4-yl}-3-ethoxy-thiophen ClC1=CC=C(C=2SC(=C(C21)CCNC2=CC(=NC=N2)C2=CC(=CS2)OCC)C)OC